ONC(=O)C1=CC2=C(CN([C@H](CO2)C2=CC(=CC=C2)C(F)(F)F)C(=O)C2(CCOCC2)C)C=C1 (S)-N-hydroxy-4-(4-methyltetrahydro-2H-pyran-4-carbonyl)-3-(3-(trifluoromethyl)phenyl)-2,3,4,5-tetrahydrobenzo[f][1,4]oxazepine-8-carboxamide